C[C@]1([C@H](C1)C(F)(F)F)C(=O)N1CCC(CC1)=C ((1S,2S)-1-methyl-2-(trifluoromethyl)cyclopropyl)(4-methylenepiperidin-1-yl)methanone